C[SiH2]CC methyl-ethyl-silane